1-((S)-3-(Azetidin-1-yl)-6,7-dihydro-5H-cyclopenta[c]pyridin-7-yl)-N-((cis)-3-(5-chloro-2-cyanophenyl)cyclobutyl)-1H-pyrazole-4-carboxamide N1(CCC1)C1=CC2=C(C=N1)[C@H](CC2)N2N=CC(=C2)C(=O)N[C@@H]2C[C@@H](C2)C2=C(C=CC(=C2)Cl)C#N